4-(((2-((4-((2S,6R)-2,6-dimethylmorpholino)phenyl)amino)-5-methylpyrimidin-4-yl)oxy)methyl)cyclohexan-1-ol C[C@@H]1O[C@@H](CN(C1)C1=CC=C(C=C1)NC1=NC=C(C(=N1)OCC1CCC(CC1)O)C)C